COC1=C(C=CC(=C1)OC)CNC(=O)C1=CC2=C(C(=N1)C=1N=C(OC1)C1=C(C(=NN1CC)C)OCC1=CC=C(C=C1)OC)C=NN2C N-[(2,4-dimethoxyphenyl)methyl]-4-(2-{1-ethyl-4-[(4-methoxyphenyl)methoxy]-3-methyl-1H-pyrazol-5-yl}-1,3-oxazol-4-yl)-1-methyl-1H-pyrazolo[4,3-c]pyridine-6-carboxamide